Ethyl (S)-3-((S)-2-(5-bromo-2-oxo-4-(trifluoromethyl)pyridin-1(2H)-yl)pent-4-enamido)-3-(4,4'-difluoro-2'-(hex-5-en-1-yl)-5,6'-dimethyl-[1,1'-biphenyl]-3-yl)propanoate BrC=1C(=CC(N(C1)[C@H](C(=O)N[C@@H](CC(=O)OCC)C=1C=C(C=C(C1F)C)C1=C(C=C(C=C1C)F)CCCCC=C)CC=C)=O)C(F)(F)F